4-Iodo-1-(5-iodo-4-(4-(trifluoromethyl)phenyl)thiazol-2-yl)-3-methyl-1H-pyrazole-5-carboxylic acid methyl ester COC(=O)C1=C(C(=NN1C=1SC(=C(N1)C1=CC=C(C=C1)C(F)(F)F)I)C)I